NC=1C(=CC=2OCC[C@@H]3N(C2N1)CCNC3)Cl (S)-2-amino-3-chloro-6,7,7a,8,10,11-hexahydro-9H-pyrazino[1,2-d]pyrido[3,2-b][1,4]oxazepin